(R)-6-methoxy-N-(6-methoxypyridin-2-yl)-2-((tetrahydrofuran-3-yl)methyl)-2H-indazole-5-carboxamide COC=1C(=CC2=CN(N=C2C1)C[C@@H]1COCC1)C(=O)NC1=NC(=CC=C1)OC